[Cl-].[Cl-].C[Si](=[Zr+2](C1C(=CC2=C(C=CC=C12)C1=CC=CC=C1)CCCC)C1C(=CC2=C(C=CC=C12)C1=CC=CC=C1)CCCC)C dimethylsilanediylbis(2-butyl-4-phenylindenyl)zirconium dichloride